3,3-difluoro-1'H-spiro[cyclobutane-1,3'-indol]-2'-one FC1(CC2(C(NC3=CC=CC=C23)=O)C1)F